[O-2].[Ga+3].[In+3].[O-2].[O-2] Indium-Gallium-Oxid